4-((2,4-dichloro-5-methoxyphenyl)amino)-7-(3-(4-(3-((2-(2,6-dioxopiperidin-3-yl)-1,3-dioxoisoindolin-4-yl)amino)propanoyl)piperazin-1-yl)propoxy)-6-methoxyquinoline-3-carbonitrile ClC1=C(C=C(C(=C1)Cl)OC)NC1=C(C=NC2=CC(=C(C=C12)OC)OCCCN1CCN(CC1)C(CCNC1=C2C(N(C(C2=CC=C1)=O)C1C(NC(CC1)=O)=O)=O)=O)C#N